C[Si](NCC(C)N[Si](C)(C)C)(C)C N1,N2-bis(trimethylsilyl)propan-1,2-diamine